ClC=1C=C2CC[C@]3(O[C@@H]([C@H]([C@@H]([C@H]3O)O)O)CO)C2=CC1CC1=CC=C(C=C1)OCC (1S,3'R,4'S,5'S,6'R)-5-chloro-6-(4-ethoxybenzyl)-6'-(hydroxymethyl)-2,3,3',4',5',6'-hexahydrospiro[indene-1,2'-pyran]-3',4',5'-triol